7-Bromo-2,4-dichloro-8-fluoro-6-iodoquinazoline BrC1=C(C=C2C(=NC(=NC2=C1F)Cl)Cl)I